C12CC(CC(CC1)O2)N2C1=NC(=NC=C1NC2=O)Cl 9-(8-Oxabicyclo[3.2.1]oct-3-yl)-2-chloro-7,9-dihydro-8H-purin-8-one